NC1=C(SC(=C1)C1=CC(=CC(=C1)F)F)C(=O)N[C@@H]1CN(CCC1)C(=O)OCCCC butyl (S)-3-(3-amino-5-(3,5-difluorophenyl)thiophene-2-carboxamido)piperidine-1-carboxylate